(2S)-2-(3-(2-Chloro-4-cyanophenyl)propanamido)-N-(4-(cyclopropylamino)-3,4-dioxo-1-((S)-2-oxopyrrolidin-3-yl)butan-2-yl)-4,4-dimethylpentanamid ClC1=C(C=CC(=C1)C#N)CCC(=O)N[C@H](C(=O)NC(C[C@H]1C(NCC1)=O)C(C(=O)NC1CC1)=O)CC(C)(C)C